5-(cis-1-(cyclobutylmethyl)-8-(ethyl-(methyl)amino)-2-oxo-8-phenyl-1,3-diazaspiro[4.5]decan-3-yl)-4-methoxypyrimidine-2-carbonitrile C1(CCC1)CN1C(N(CC12CCC(CC2)(C2=CC=CC=C2)N(C)CC)C=2C(=NC(=NC2)C#N)OC)=O